C(CCCCCCC)OC1=CC=C(C=C1)C=CCC1=CC=C(C=C1)N=CC1=C(C=C(C=C1)O)O 3-[4-(Octyloxy)phenyl]-1-[4-[(2,4-dihydroxybenzylidene)amino]phenyl]-2-propene